gadolinium 2,2',2''-{10-[(1R)-1-carboxy-2-{4-[2-(2-ethoxyethoxy)ethoxy] phenyl}ethyl]-1,4,7,10-tetraazacyclododecane-1,4,7-triyl}triacetate C(=O)(O)[C@@H](CC1=CC=C(C=C1)OCCOCCOCC)N1CCN(CCN(CCN(CC1)CC(=O)[O-])CC(=O)[O-])CC(=O)[O-].[Gd+3]